tert-butyl N-[4-[4-[[2-(3-cyanophenyl)-1-(6-methoxy-1,3-benzothiazol-2-yl)ethyl]sulfamoyl]anilino]-4-oxo-butyl]carbamate C(#N)C=1C=C(C=CC1)CC(C=1SC2=C(N1)C=CC(=C2)OC)NS(=O)(=O)C2=CC=C(NC(CCCNC(OC(C)(C)C)=O)=O)C=C2